(1S,3R,5R)-N-(3-(2H-1,2,3-triazol-2-yl)-4-(trifluoromethyl)phenyl)-3-methyl-1-(5-methyl-1,3,4-oxadiazol-2-yl)-6-azabicyclo[3.1.1]heptane-6-carboxamide N=1N(N=CC1)C=1C=C(C=CC1C(F)(F)F)NC(=O)N1[C@@H]2C[C@H](C[C@]1(C2)C=2OC(=NN2)C)C